C(C)N(C1=CC=C2C=C(C(OC2=C1)=O)C(=O)NN)CC 7-diethylaminocoumarin-3-hydrazide